1-(5-chloro-7-{[(furan-2-yl)methyl]amino}thieno[3,2-b]pyridin-2-yl)ethan-1-ol ClC1=CC(=C2C(=N1)C=C(S2)C(C)O)NCC=2OC=CC2